8-[(2s,5r)-4-[(2-chloro-4-fluorophenyl)methyl]-5-ethyl-2-methylpiperazin-1-yl]-5-methyl-6-oxo-5,6-dihydro-1,5-naphthyridine-2-carbonitrile ClC1=C(C=CC(=C1)F)CN1C[C@@H](N(C[C@H]1CC)C1=CC(N(C=2C=CC(=NC12)C#N)C)=O)C